3,5-dichloropyrazine-2-Formonitrile ClC=1C(=NC=C(N1)Cl)C#N